(1s,4s)-4-(6-Bromo-5-methyl-2-oxo-1,2-dihydroquinazolin-3(4H)-yl)-N-(3-methoxy-4-methylphenyl)cyclohexanecarboxamide BrC=1C(=C2CN(C(NC2=CC1)=O)C1CCC(CC1)C(=O)NC1=CC(=C(C=C1)C)OC)C